CC(CCCO)(C)C 4,4-dimethyl-1-pentanol